C(CCC)C=1N(C=C(N1)C1CCN(CC1)CCCCC=1N(C2=CC=C(C=C2C1)C#N)CC)C1=CC=C(C=C1)OC1=CC=C(C=C1)Cl ((4-(2-butyl-1-(4-(4-chlorophenoxy)phenyl)-1H-imidazol-4-yl)piperidin-1-yl)butyl)-1-ethyl-1H-indole-5-carbonitrile